1,2-bis(phenylmercapto)ethylene C1(=CC=CC=C1)SC=CSC1=CC=CC=C1